O1CCN(CC12CCCCC2)C2=CC(=NC(=N2)C(F)(F)F)N(C)CC2CN(CCC2(F)F)C(=O)OC(C)(C)C tert-butyl 3-(((6-(1-oxa-4-azaspiro[5.5]undecan-4-yl)-2-(trifluoromethyl)pyrimidin-4-yl)(methyl)amino)methyl)-4,4-difluoropiperidine-1-carboxylate